3-hydroxypyrrolidine-2-carboxylic acid OC1C(NCC1)C(=O)O